FC1=CC2=C(C(=C(S2)C(=O)OC)C2=C(C(=C(C=C2)F)F)F)C=C1 methyl 6-fluoro-3-(2,3,4-trifluorophenyl)-1-benzothiophene-2-carboxylate